O[C@H]1[C@H](O)[C@H](O)[C@H](O)[C@@H](O1)CO alpha-L-talose